(S)-1'-(3-(1-(3,5-dimethoxyphenyl)vinyl)-1H-pyrazolo[3,4-b]pyrazin-6-yl)-1,3-dihydrospiro[indene-2,4'-piperidine]-1-amine COC=1C=C(C=C(C1)OC)C(=C)C1=NNC2=NC(=CN=C21)N2CCC1(CC2)[C@@H](C2=CC=CC=C2C1)N